FC=1C(=NC(=C(C1)OCCF)OC)N fluoro-5-(2-fluoroethoxy)-6-methoxy-pyridin-2-amine